CC1=C(C(=C(C(=O)OCC2(CCN(CC2)C2=NN3C(S2)=NC=C3C3=C(C=C(C=C3)Cl)OC)N)C=C1O)C)F (4-amino-1-(5-(4-chloro-2-methoxyphenyl)imidazo[2,1-b][1,3,4]thiadiazol-2-yl)piperidin-4-yl)methanol methyl-3-fluoro-5-hydroxy-2-methyl-benzoate